3-(5-(4-(((3-methylbenzyl)amino)methyl)pyridin-2-yl)-1-oxoisoindolin-2-yl)piperidine-2,6-dione CC=1C=C(CNCC2=CC(=NC=C2)C=2C=C3CN(C(C3=CC2)=O)C2C(NC(CC2)=O)=O)C=CC1